2-(3,5-dimethoxyphenoxy)-3-phenylpyridine COC=1C=C(OC2=NC=CC=C2C2=CC=CC=C2)C=C(C1)OC